8-fluoro-3-(3-(3-(6-fluoropyridin-3-yl)-3,8-diazabicyclo[3.2.1]octan-8-yl)propyl)-5-methylisoquinolin-1(2H)-one FC=1C=CC(=C2C=C(NC(C12)=O)CCCN1C2CN(CC1CC2)C=2C=NC(=CC2)F)C